N-[(R)-3,3-difluorocyclopentyl]-4-(1,6-diaza-6-spiro[3.4]octyl)-5-(3,5-difluorophenyl)nicotinamide FC1(C[C@@H](CC1)NC(C1=CN=CC(=C1N1CC2(CCN2)CC1)C1=CC(=CC(=C1)F)F)=O)F